CC1C(C(=O)O[C@H]2[C@@H]([C@@H]([C@]3([C@@H]([C@@H]([C@@H]4[C@H]([C@@]3([C@@]2(C)O)O[C@]4(COC(=O)C5=C1N=CC=C5)C)OC(=O)C)OC(=O)C)OC(=O)C)COC(=O)C)OC(=O)C)OC(=O)C6=CC=CO6)C The molecule is a sesquiterpene alkaloid that is isolated from Tripterygium hypoglaucum. It has a role as a plant metabolite. It is an acetate ester, a dihydroagarofuran sesquiterpenoid, a macrolide, a pyridine alkaloid, a sesquiterpene alkaloid and a 2-furoate ester.